3-(oxetan-3-ylamino)-5-(trifluoromethyl)pyridine-2-carboxylic acid O1CC(C1)NC=1C(=NC=C(C1)C(F)(F)F)C(=O)O